FC(C1(CNCC1)CN(C)C)F 1-[3-(difluoromethyl)pyrrolidin-3-yl]-N,N-dimethyl-methanamine